Ethyl {4-[(4-{5-[3-fluoro-5-(trifluoromethyl)phenyl]-7-[{[1-(methoxymethyl)cyclobutyl]methyl}(methyl)amino]-1H-imidazo[4,5-b]pyridin-2-yl}phenyl)methyl]piperazin-1-yl}acetate FC=1C=C(C=C(C1)C(F)(F)F)C1=CC(=C2C(=N1)N=C(N2)C2=CC=C(C=C2)CN2CCN(CC2)CC(=O)OCC)N(C)CC2(CCC2)COC